6-chloro-4-((2-methoxy-3-(pyrimidin-2-yl)phenyl)amino)-N-methylnicotinamide ClC1=NC=C(C(=O)NC)C(=C1)NC1=C(C(=CC=C1)C1=NC=CC=N1)OC